4-[2-(Difluoromethyl)-3,3-difluoro-2-methyl-butanoyl]-3,5-dihydro-2H-pyrido[3,4-f][1,4]oxazepine-9-carbonitrile FC(C(C(=O)N1CCOC2=C(C1)C=NC=C2C#N)(C(C)(F)F)C)F